C(#N)C[C@@H]1N(CCN(C1)C=1C2=C(N=C(N1)OC[C@H]1N(C[C@@H](C1)F)C)CN(CC2)C2=CC=CC1=CC=CC=C21)C(=O)OCC2=CC=CC=C2 benzyl (2S)-2-(cyanomethyl)-4-[2-[[(2S,4R)-4-fluoro-1-methyl-pyrrolidin-2-yl]methoxy]-7-(1-naphthyl)-6,8-dihydro-5H-pyrido[3,4-d]pyrimidin-4-yl]piperazine-1-carboxylate